BrC1=CC=C(C=C1)/C=C/C(=O)N1CCN(CC1)C=1C=NC(=NC1)OC (E)-3-(4-bromophenyl)-1-(4-(2-methoxypyrimidin-5-yl)piperazin-1-yl)prop-2-en-1-one